ClC1=CC(=C(C=C1C#N)NS(=O)(=O)C=1C=C(C(=O)O)C=CC1C1CC1)O[C@H]1[C@@H](CC1)OC 3-(N-(4-chloro-5-cyano-2-(trans-2-methoxycyclobutoxy)phenyl)sulfamoyl)-4-cyclopropylbenzoic acid